C(CCCCC(=O)[O-])(=O)OC(CCCCCCCCCCC)CCCCCCCC propylheptadecan-9-yl adipate